(S)-2-(benzo[d]thiazol-2-ylamino)-4-((2-((5-fluoropyridin-3-yl)oxy)ethyl)(4-(5,6,7,8-tetrahydro-1,8-naphthyridin-2-yl)butyl)amino)butanoic acid S1C(=NC2=C1C=CC=C2)N[C@H](C(=O)O)CCN(CCCCC2=NC=1NCCCC1C=C2)CCOC=2C=NC=C(C2)F